2,3,3,3-tetrafluoropropionitrile FC(C#N)C(F)(F)F